dit-amyl-hydroquinone C(C)(C)(CC)C=1C(=C(O)C=CC1O)C(C)(C)CC